N,N-dimethyl-2-(3,4,5-trimethyl-1H-pyrazol-1-yl)-pyridin-4-amine CN(C1=CC(=NC=C1)N1N=C(C(=C1C)C)C)C